[Si](C)(C)(C(C)(C)C)OCCN(CCCCCCCC(=O)OC(CCCCCCCCO)CCCCCCCC)CCCCCCCC(=O)OCCCCCCCCC 1-hydroxyheptadecan-9-yl 8-((2-((tert-butyldimethylsilyl)oxy)ethyl)(8-(nonyloxy)-8-oxooctyl)amino)octanoate